N-(4-(5-methoxy-1H-benzo[d][1,2,3]triazol-1-yl)phenyl)sulfamide hydrochloride Cl.COC1=CC2=C(N(N=N2)C2=CC=C(C=C2)NS(=O)(=O)N)C=C1